N(=[N+]=[N-])CC1(OC2=C(C1)C(=CC=C2[C@@H](C)N)F)C (1R)-1-(2-(azidomethyl)-4-fluoro-2-methyl-2,3-dihydrobenzofuran-7-yl)ethan-1-amine